(S)-3-((tert-Butoxycarbonyl)amino)-4-(((S)-4-((naphthalen-1-ylmethyl)amino)-4-oxobutan-2-yl)amino)-4-oxobutanoic acid C(C)(C)(C)OC(=O)N[C@@H](CC(=O)O)C(=O)N[C@@H](C)CC(=O)NCC1=CC=CC2=CC=CC=C12